CC1=C(C=CC=C1)C1CCC2=NC3=C(N21)C=C(C=C3)C=3C=NC(=NC3)N3CCOCC3 1-(2-methylphenyl)-7-[2-(morpholin-4-yl)pyrimidin-5-yl]-2,3-dihydro-1H-pyrrolo[1,2-a]benzimidazole